CC(CO)(C#CC(CO)(O)C)O 2,5-dimethyl-3-Hexyne-1,2,5,6-tetraol